BrC1=C2C(=NC=C1)N=C(N2C[C@H](CN(C(OC(C)(C)C)=O)C)OC)C tert-butyl N-[(2R)-3-(7-bromo-2-methyl-imidazo[4,5-b]pyridin-1-yl)-2-methoxy-propyl]-N-methyl-carbamate